2-amino-2-(3-chloro-1-methyl-1H-pyrrolo[3,2-c]pyridin-7-yl)acetonitrile NC(C#N)C=1C2=C(C=NC1)C(=CN2C)Cl